3α-hydroxy-3β-methyl-5α-pregnan-20-one O[C@]1(C[C@@H]2CC[C@H]3[C@@H]4CC[C@H](C(C)=O)[C@]4(CC[C@@H]3[C@]2(CC1)C)C)C